ClC1=CC2=C(N(C(N2CCN2CCOCC2)=O)C2CCN(CC2)C2CCCCCC2)C=C1Cl 5,6-dichloro-1-(1-cycloheptylpiperidin-4-yl)-3-(2-morpholinoethyl)-1,3-dihydro-2H-benzo[d]imidazol-2-one